CC1(OB(OC1(C)C)/C=C/C1=CC=C(C=C1)C1=CC=C(C=C1)N)C (E)-4'-(2-(4,4,5,5-tetramethyl-1,3,2-dioxaborolan-2-yl)vinyl)[1,1'-biphenyl]-4-amine